COC1=C(C(=CC(=C1)C(C)([C@H](CCCCC)C1=CC=CC=C1)C)OC)[C@H]1C=C([C@@H]2C([C@H]1C2)(C)C)CO ((1S,4S,5S)-4-(2,6-dimethoxy-4-((R)-2-methyl-3-phenyloctan-2-yl)phenyl)-6,6-dimethylbicyclo[3.1.1]hept-2-en-2-yl)methanol